(S)-3-((1-(6-oxo-5-(trifluoromethyl)-1,6-dihydropyridazin-4-yl)pyrrolidin-2-yl)methoxy)propionic acid O=C1C(=C(C=NN1)N1[C@@H](CCC1)COCCC(=O)O)C(F)(F)F